COC(=O)C1=CC=C(C=C1)C1=C(C=C(C(=C1)NC1=NC=NC(=C1N)Cl)N1CCN(CC1)C)F 5'-((5-amino-6-chloropyrimidin-4-yl)amino)-2'-fluoro-4'-(4-methylpiperazin-1-yl)-[1,1'-biphenyl]-4-carboxylic acid methyl ester